2,5-dimethyl-7,9-dioxo-2,3,4,5,7,9-hexahydro-1,6-methanopyrido[1,2-b][1,2,5]triazonine-10-carboxamide CC1CCC(N2C(C=3N(N1C2)C=C(C(C3)=O)C(=O)N)=O)C